C1(CC1)C(CCCN1CCN(CC1)C1=NC=C(C=N1)C(=O)N)COC1=C(C=C(C=C1)C(C)(C)O)C=1C2=C(C(N(C1)C)=O)NC=C2 2-(4-(4-cyclopropyl-5-(4-(2-hydroxypropan-2-yl)-2-(6-methyl-7-oxo-6,7-dihydro-1H-pyrrolo[2,3-c]pyridin-4-yl)phenoxy)pentyl)piperazin-1-yl)pyrimidine-5-carboxamide